tetradecylacetic acid C(CCCCCCCCCCCCC)CC(=O)O